2-(5-carbonisothiocyanatidoyl-3-methyl-pyrazol-1-yl)ethyl acetate C(C)(=O)OCCN1N=C(C=C1C(=O)N=C=S)C